N-(5-(4-fluorophenoxy)pyridin-2-yl)-2-(4-(5-oxo-1-(2,2,2-trifluoroethyl)-2,5-dihydro-1H-pyrrole-3-carbonyl)piperazin-1-yl)propanamide FC1=CC=C(OC=2C=CC(=NC2)NC(C(C)N2CCN(CC2)C(=O)C=2CN(C(C2)=O)CC(F)(F)F)=O)C=C1